10-(5-(2-oxa-6-azaspiro[3.3]heptan-6-yl)pentyl)-3,7-di(1H-indazol-5-yl)-8-methyl-10H-benzo[b]pyrido[2,3-e][1,4]oxazine C1OCC12CN(C2)CCCCCN2C1=C(OC3=C2N=CC(=C3)C=3C=C2C=NNC2=CC3)C=C(C(=C1)C)C=1C=C3C=NNC3=CC1